CC1=C(C=C(C=C1)NC(C1=CC(=CC(=C1)C(F)(F)F)N1N=CC(=C1)C)=O)NC1=NC=CC=C1C1=C2N=CNC2=NC=N1 N-[4-methyl-3-[[3-(9H-purin-6-yl)-2-pyridyl]amino]phenyl]-3-(4-methylpyrazol-1-yl)-5-(trifluoromethyl)benzamide